3,4,6-tri-ethynyl-indole C(#C)C1=CNC2=CC(=CC(=C12)C#C)C#C